4,4'-bis[2,3,5,6-tetrafluoro-4-(9-carbazolyl)styryl]biphenyl FC1=C(C=CC2=CC=C(C=C2)C2=CC=C(C=C2)C=CC2=C(C(=C(C(=C2F)F)N2C3=CC=CC=C3C=3C=CC=CC23)F)F)C(=C(C(=C1F)N1C2=CC=CC=C2C=2C=CC=CC12)F)F